(E)-N1-(3-(dimethylamino)propyl)-N8-hydroxy-2-((naphthalen-1-yloxy)methyl)octenediamide CN(CCCNC(\C(=C\CCCCC(=O)NO)\COC1=CC=CC2=CC=CC=C12)=O)C